C(C(=C)C)(=O)NCCOC(NCC1=CC=C(C=C1)CN1C(=NC=2C(=NC=3C=CC=CC3C21)N)C=2C=NC=CC2)=O 4-((4-amino-2-(pyridin-3-yl)-1H-imidazo[4,5-c]Quinolin-1-yl)methyl)benzylcarbamic acid 2-methacrylamidoethyl ester